4-bromo-N-[2-(dimethylamino)ethyl]-N-methyl-2-nitroaniline BrC1=CC(=C(N(C)CCN(C)C)C=C1)[N+](=O)[O-]